CN1C=NC(=C1)C1C=NC=2N1C1(C(N2)=O)CC1 3'-(1-methylimidazol-4-yl)spiro[cyclopropane-1,5'-imidazo[1,2-a]imidazole]-6'-one